O-[(2,4,6-trimethylphenyl)sulfonylmethyl]hydroxylamine CC1=C(C(=CC(=C1)C)C)S(=O)(=O)CON